(8-aminoimidazo[1,2-a]pyrazin-3-yl)(2-(3,4-difluorophenyl)-5-fluoropyridin-4-yl)methanone 2,2,2-trifluoroacetate FC(C(=O)O)(F)F.NC=1C=2N(C=CN1)C(=CN2)C(=O)C2=CC(=NC=C2F)C2=CC(=C(C=C2)F)F